8-(Hydroxymethyl)-1H-pyrrolo[1,2,3-de]quinoxalin-2(3H)-one OCC=1C=C2C=3N(CC(NC3C1)=O)C=C2